4-amino-7-fluoro-N,3-dimethyl-N-(4-(pentafluoro-lambda~6~-sulfanyl)benzyl)-3H-pyrazolo[3,4-c]quinoline-8-carboxamide NC1=NC=2C=C(C(=CC2C2=C1N(N=C2)C)C(=O)N(CC2=CC=C(C=C2)S(F)(F)(F)(F)F)C)F